4-[(2S,4S)-4-cyclopropyl-1-[(5-methoxy-7-methyl-1H-indol-4-yl)methyl]piperidin-2-yl]-2-Fluorobenzoic acid C1(CC1)[C@@H]1C[C@H](N(CC1)CC1=C2C=CNC2=C(C=C1OC)C)C1=CC(=C(C(=O)O)C=C1)F